CC(C(=O)OC(CCCCCCC=O)CC)(C)C 8-(trimethylacetoxy)decanal